CC(C)[C@@H]1C(OC(=O)N1)(C)C (R)-(+)-4-isopropyl-5,5-dimethyl-2-oxazolidinone